(1R,3S,7R,8R,10S,13R)-5,7,9,9,13-pentamethyl-5-[(1E)-1-propen-1-yl]-4,6-dioxatetracyclo[6.5.1.01,10.03,7]tetradecane CC1(O[C@H]2C[C@@]34[C@H](C([C@H]([C@]2(O1)C)C4)(C)C)CC[C@H]3C)\C=C\C